C(CCC)N1N=C(C(=C1)S(=O)(=O)NC1=CNC2=CC(=C(C=C12)F)F)C 1-butyl-N-(5,6-difluoro-1H-indol-3-yl)-3-methyl-1H-pyrazole-4-sulfonamide